2-(ethoxymethyl)-N-[3-fluoro-4-[(7-methoxy-1,5-naphthyridin-4-yl)oxy]phenyl]-5-(4-fluorophenyl)-4-hydroxy-6-methylpyridine-3-carboxamide C(C)OCC1=NC(=C(C(=C1C(=O)NC1=CC(=C(C=C1)OC1=CC=NC2=CC(=CN=C12)OC)F)O)C1=CC=C(C=C1)F)C